FC=1C=C2C(=CNC2=C(C1)C)C 5-fluoro-3,7-dimethyl-1H-indole